2-(6-bromo-8-methoxy-1-oxo-3,4-dihydroisoquinolin-2-yl)acetonitrile BrC=1C=C2CCN(C(C2=C(C1)OC)=O)CC#N